3-[5-[3-[(2S)-2-[[(4-methoxyphenyl)methyl-methyl-amino]methyl]morpholin-4-yl]prop-1-ynyl]-3-methyl-2-oxo-benzimidazol-1-yl]piperidine-2,6-dione COC1=CC=C(C=C1)CN(C)C[C@H]1CN(CCO1)CC#CC1=CC2=C(N(C(N2C)=O)C2C(NC(CC2)=O)=O)C=C1